FC1=C(C=CC=2COB(C21)O)O 7-fluoro-1-hydroxy-3H-2,1-benzoxaborol-6-ol